(S)-6-(2-amino-5-(2,3-difluoro-4-(2-isopropylmorpholino)phenyl)pyridin-3-yl)-3,4-dihydroisoquinolin-1(2H)-one NC1=NC=C(C=C1C=1C=C2CCNC(C2=CC1)=O)C1=C(C(=C(C=C1)N1C[C@@H](OCC1)C(C)C)F)F